(S)-5-chloro-1'-{2-[3,5-difluoro-4-(1-methanesulfonyleth-yl)phenoxy]ethyl}-1,2-dihydrospiro[indole-3,4'-piperidin]-2-one ClC=1C=C2C(=CC1)NC(C21CCN(CC1)CCOC1=CC(=C(C(=C1)F)[C@H](C)S(=O)(=O)C)F)=O